Diethyl 2-((9-oxo-5-(trifluoromethyl)-1,2,3,9-tetrahydropyrrolo[2,1-b]quinazolin-3-yl)methyl)malonate O=C1N2C(=NC=3C(=CC=CC13)C(F)(F)F)C(CC2)CC(C(=O)OCC)C(=O)OCC